6-(4-methoxyphenyl)benzo[d]oxazole-2-thiol COC1=CC=C(C=C1)C1=CC2=C(N=C(O2)S)C=C1